13,16-dioxa-2,4,10-triazatetracyclo[7.7.0.0^[3,7].0^[11,15]]Hexadec-1(9),2,5,7-tetraene C1=2N=C3NC=CC3=CC2NC2COCC2O1